5-(3-cyanophenyl)-N-(3-((4-methylpiperazin-1-yl)methyl)-1,2,4-thiadiazol-5-yl)thiophene-3-carboxamide C(#N)C=1C=C(C=CC1)C1=CC(=CS1)C(=O)NC1=NC(=NS1)CN1CCN(CC1)C